CC=1C=C(N=NC1C1=CC2=CN(N=C2C=C1)C)NC1C[C@@H]2[C@@H](CN(C2)CC2CCOCC2)C1 (3aR,5s,6aS)-N-(5-methyl-6-(2-methyl-2H-indazol-5-yl)pyridazin-3-yl)-2-((tetrahydro-2H-pyran-4-yl)methyl)octahydrocyclopenta[c]pyrrol-5-amine